C(C1=CC=CC=C1)OC1=C(C(=O)O)C=C(C=C1)B(O)O 2-(BENZYLOXY)-5-BORONOBENZOIC ACID